1-(2-chloro-6-nitrophenyl)-4-(difluoromethyl)-1H-pyrazole ClC1=C(C(=CC=C1)[N+](=O)[O-])N1N=CC(=C1)C(F)F